6-(3-bromophenyl)-2-ethylphthalazin-1(2H)-one BrC=1C=C(C=CC1)C=1C=C2C=NN(C(C2=CC1)=O)CC